1-amino-3-(((2,5-bis(trifluoromethyl)pyrazolo[1,5-a]pyrimidin-7-yl)amino)methyl)-3-(4-fluorophenyl)cyclobutane-1-carboxamide NC1(CC(C1)(C1=CC=C(C=C1)F)CNC1=CC(=NC=2N1N=C(C2)C(F)(F)F)C(F)(F)F)C(=O)N